tert-butyl (2-bromo-5-chloro-4-(trifluoromethyl)phenyl)(tert-butoxycarbonyl)carbamate BrC1=C(C=C(C(=C1)C(F)(F)F)Cl)N(C(OC(C)(C)C)=O)C(=O)OC(C)(C)C